C(C)(C)(C)OC(=O)N1C(N(C2=C1C=CC=C2)C2=CC=C(C=C2)C(=O)OC)=O 3-(4-(methoxycarbonyl)phenyl)-2-oxo-2,3-dihydro-1H-benzo[d]imidazole-1-carboxylic acid tert-butyl ester